acetic acid calcium salt monohydrate O.[Ca+2].C(C)(=O)[O-].C(C)(=O)[O-]